NC1=C(C=C(N=N1)C1=C(C=CC=C1)O)N1CC2CCC(C1)N2C2=CC(=NC=C2)C#CCN2C(CCCCC2)C 2-[6-amino-5-[8-[2-[3-(2-methylazepan-1-yl)prop-1-ynyl]-4-pyridinyl]-3,8-diazabicyclo[3.2.1]oct-3-yl]pyridazin-3-yl]phenol